4-methyl-3H-1,3-thiazole-2-thione CC=1NC(SC1)=S